4-((1-(4-chloro-2-fluorobenzyl)-4-iodo-1H-pyrazol-3-yl)oxy)piperidine-1-carboxylic acid ClC1=CC(=C(CN2N=C(C(=C2)I)OC2CCN(CC2)C(=O)O)C=C1)F